9-(cyclopent-1-en-1-yl)-6-((4,6-dimethyl-2-oxo-1,2-dihydropyridin-3-yl)methyl)-2-(4-(dimethylamino)bicyclo[2.2.2]oct-1-yl)-2,4-dimethyl-7,8-dihydro-[1,3]dioxolo[4,5-g]isoquinoline C1(=CCCC1)C=1C=2CCN(CC2C(=C2C1OC(O2)(C)C21CCC(CC2)(CC1)N(C)C)C)CC=1C(NC(=CC1C)C)=O